C1(=CC=C(C=C1)COC1=NNC(=C1)C(=O)O)C1=CC=CC=C1 3-([1,1'-biphenyl]-4-ylmethoxy)-1H-pyrazole-5-carboxylic acid